ClC1=C(C(=CC=C1)Cl)C=1N=C(NC1C)CC1=CC=CC2=CC=CC=C12 4-(2,6-Dichlorophenyl)-5-methyl-2-(1-naphthylmethyl)imidazole